C(C)(C)(C)OC(C(CC1=NC(=NO1)CCCC1=CC=C(C=C1)Cl)P(=O)(OCC)OCC)=O.N1=C(C=CC=C1)C#N pyridinecarbonitrile tert-butyl-3-(3-(3-(4-chlorophenyl)propyl)-1,2,4-oxadiazol-5-yl)-2-(diethoxyphosphoryl)propanoate